ClC=1C=CC2=C(N(C(C(N2C)=O)=O)C2CCN(CC2)C2=NC=C(C=N2)C(F)(F)F)N1 6-Chloro-1-methyl-4-(1-(5-(trifluoromethyl)pyrimidin-2-yl)piperidin-4-yl)-1,4-dihydropyrido[2,3-b]pyrazine-2,3-dione